N1=C(N=CC=C1)O[C@H]1CC[C@H](CC1)OS(=O)(=O)C cis-methanesulfonic acid (4-pyrimidin-2-yloxycyclohexyl) ester